(3aR,5R,6S,6aS)-6-Fluoro-2,2-dimethyl-5-((R)-oxiran-2-yl)tetrahydrofuro[2,3-d][1,3]dioxole F[C@H]1[C@H](O[C@@H]2OC(O[C@@H]21)(C)C)[C@@H]2OC2